BrC=1C=C(C=CC1)S(=O)(=O)NC=1SC(=C(N1)C1=C(C=CC=C1C)C)C1=CC(=CC=C1)OC1CC(CC1)(C)C 3-bromo-N-[5-[3-(3,3-dimethylcyclopentyloxy)phenyl]-4-(2,6-dimethylphenyl)thiazol-2-yl]benzenesulfonamide